C/C=C(/C)\\C(=O)O The molecule is the (Z)-isomer of 2-methylbut-2-enoic acid. It is found in plant species of the family Apiaceae. It has a role as a plant metabolite. It derives from an isocrotonic acid.